valine-hexanoyl-dibromomethacrylamide C(CCCCC)(=O)CC(C(=O)N)=C(Br)Br.N[C@@H](C(C)C)C(=O)O